6-(2,7-Dimethyl-2H-indazol-5-yl)-N-methyl-N-(piperidin-4-yl)[1,3]thiazolo[4,5-c]pyridin-2-amin CN1N=C2C(=CC(=CC2=C1)C1=CC2=C(C=N1)N=C(S2)N(C2CCNCC2)C)C